1-(tetrahydro-2H-pyran-4-yl)ethan-one O1CCC(CC1)C(C)=O